N-phenyl-N-(3-(4,4,5,5-tetramethyl-1,3,2-dioxaborolan-2-yl)phenyl)-[1,1':4',1''-terphenyl]-3-amine C1(=CC=CC=C1)N(C=1C=C(C=CC1)C1=CC=C(C=C1)C1=CC=CC=C1)C1=CC(=CC=C1)B1OC(C(O1)(C)C)(C)C